F.[K].O water Potassium hydrogen fluoride